cyclopentadienyl-benzoate C1(C=CC=C1)OC(C1=CC=CC=C1)=O